1-(6-Morpholinopyrimidin-4-yl)-N-phenylazepan-3-amine O1CCN(CC1)C1=CC(=NC=N1)N1CC(CCCC1)NC1=CC=CC=C1